C(C)(=O)OC[C@H]1O[C@@]([C@@H]([C@@H]1OC(C)=O)O)(C#N)C1=CC=C2C(=NC=NN21)N ((2R,3S,4R,5R)-3-acetoxy-5-(4-aminopyrrolo[2,1-f][1,2,4]triazin-7-yl)-5-cyano-4-hydroxytetrahydrofuran-2-yl)methyl acetate